FC1=C(CC2=CC=C(N2C)C(=O)NC2CCOCC2)C(=CC=C1)F 5-(2,6-difluorobenzyl)-1-methyl-N-(tetrahydro-2H-pyran-4-yl)-1H-pyrrole-2-carboxamide